C(N)(O[C@@H](C(=O)N=[S@@](=O)(C)C1=CC(=CC=C1)NC(=O)C1=C(N=NC(=C1C)C(F)(F)F)OC=1C(=NC(=CC1)F)C)C)=O ((R)-1-(((R)-(3-(3-((6-fluoro-2-methylpyridin-3-yl) oxy)-5-methyl-6-(trifluoromethyl) pyridazin-4-carboxamido) phenyl) (methyl) (oxo)-lambda6-thioxo) amino)-1-oxopropan-2-yl) carbamate